3-isopropyl-2-(6-methyl-7-oxo-6,7-dihydrothieno[2,3-c]pyridin-4-yl)-1H-indole C(C)(C)C1=C(NC2=CC=CC=C12)C=1C2=C(C(N(C1)C)=O)SC=C2